COC(=O)C1=C(C=NC=C1)NC[C@@H]1CCOC2=C1C=CC(=C2)N(C2=CC=C(C=C2)C)C 3-({[(4R)-7-[methyl-(4-methylphenyl)amino]-3,4-dihydro-2H-1-benzopyran-4-yl]methyl}amino)pyridine-4-carboxylic acid methyl ester